3,5-dichloro-2-(hydroxymethyl)phenol ClC=1C(=C(C=C(C1)Cl)O)CO